C1(=CC=CC=C1)C1NOCC1 3-phenylisoxazolidin